C[C@H](/C=C/[C@H](C)C(C)C)[C@H]1CC[C@@H]2[C@@]1(CC[C@H]3C2=CC=C4[C@@]3(CC[C@@H](C4)O[C@H]5[C@@H]([C@H]([C@@H]([C@H](O5)CO)O)O)O)C)C The molecule is the ergosterol analogue of a sterol 3-beta-D-glucoside. It has a role as a metabolite and a Saccharomyces cerevisiae metabolite. It is a sterol 3-beta-D-glucoside and a monosaccharide derivative. It derives from an ergosterol.